2-benzoyl-4,6-dimethyl-3-phenylisoindoline-1-one C(C1=CC=CC=C1)(=O)N1C(C2=CC(=CC(=C2C1C1=CC=CC=C1)C)C)=O